C[C@@H]1[C@H]([C@@H]([C@H]([C@H](O1)OP(=O)([O-])OP(=O)([O-])OC[C@@H]2[C@H]([C@H]([C@@H](O2)N3C=CC(=O)NC3=O)O)O)NC(=O)C)O)N The molecule is a nucleotide-sugar oxoanion arising from deprotonation of the diphosphate OH groups of UDP-4-amino-4,6-dideoxy-N-acetyl-alpha-D-glucosamine. It is a conjugate base of an UDP-2-acetamido-4-azaniumyl-2,4,6-trideoxy-alpha-D-glucose(1-).